OC1=C(C(=C2C(=N1)C(CC2)(C)C)C2=C1C=NN(C1=CC=C2C)C2OCCCC2)C#N 2-hydroxy-7,7-dimethyl-4-(5-methyl-1-(tetrahydro-2H-pyran-2-yl)-1H-indazol-4-yl)-6,7-dihydro-5H-cyclopenta-[b]pyridine-3-carbonitrile